C1(C2C(C(=O)O1)C1C=CC2O1)=O exo-3,6-epoxy-1,2,3,6-tetra-hydrophthalic anhydride